N1C(=CC=C1)C=CC(=O)N 3-(pyrrol-2-yl)acrylamide